C(C)(C)N1CCC(CC1)NC1=CC(=NC2=CC(=C(C=C12)OC)OC)C#N 4-((1-isopropyl-piperidine-4-yl)amino)-6,7-dimethoxyquinoline-2-carbonitrile